COC1=NC=C(C(=N1)OC)C=1C=C(C=2N(N1)C=CN2)[C@@H]2[C@H](C2)C2=CC1=C(C=N2)C(=CN1CC(F)(F)F)F 6-(2,4-dimethoxypyrimidin-5-yl)-8-[(1S,2S)-2-[3-fluoro-1-(2,2,2-trifluoroethyl)pyrrolo[3,2-c]pyridin-6-yl]cyclopropyl]imidazo[1,2-b]pyridazine